N-(5-cyano-4-(1-thia-8-azaspiro[4.5]decan-8-yl)pyridin-2-yl)-7-formyl-6-((4-methyl-2-oxopiperazin-1-yl)methyl)-3,4-dihydro-1,8-naphthyridine-1(2H)-carboxamide C(#N)C=1C(=CC(=NC1)NC(=O)N1CCCC2=CC(=C(N=C12)C=O)CN1C(CN(CC1)C)=O)N1CCC2(CCCS2)CC1